N-(2-nitrophenyl)-2-(trifluoromethyl)pyridin-3-amine [N+](=O)([O-])C1=C(C=CC=C1)NC=1C(=NC=CC1)C(F)(F)F